benzenesulfonate C1(=CC=CC=C1)S(=O)(=O)[O-]